5-(4-fluoro-1H-pyrazol-1-yl)-2-(6-(((1R,2R,3S,5S)-2-fluoro-8-azabicyclo[3.2.1]octan-3-yl)oxy)pyridazin-3-yl)phenol FC=1C=NN(C1)C=1C=CC(=C(C1)O)C=1N=NC(=CC1)O[C@@H]1[C@@H]([C@H]2CC[C@@H](C1)N2)F